2-(4-(4-amino-2,3-difluorophenyl)piperazin-1-yl)ethan-1-ol NC1=C(C(=C(C=C1)N1CCN(CC1)CCO)F)F